C(C1=CC=CC=C1)OC1=C(N(N=C1C)CC)C=1N(C(=NN1)C=1N=C(N2C1C=CC(=C2)C)C(=O)NCC2=C(C=C(C=C2)OC)OC)CC2=CC=C(C=C2)OC 1-[5-(4-benzyloxy-2-ethyl-5-methyl-pyrazol-3-yl)-4-[(4-methoxyphenyl)methyl]-1,2,4-triazol-3-yl]-N-[(2,4-dimethoxyphenyl)methyl]-6-methyl-imidazo[1,5-a]pyridine-3-carboxamide